FC1(CC(C1)NC1=C(C=NC2=CC=C(C=C12)C=1C=NNC1)C(=O)NCCC(F)(F)F)F 4-((3,3-difluorocyclobutyl)amino)-6-(1H-pyrazol-4-yl)-N-(3,3,3-trifluoropropyl)quinoline-3-carboxamide